C(C)[C@]1(COC[C@@H]1O)N1CCN(CC1)C=1C=C2C=C(N=CC2=CC1C)NC(=O)[C@H]1CC12CCOCC2 (1S)-N-(6-(4-((3R,4R)-3-ethyl-4-hydroxytetrahydrofuran-3-yl)piperazin-1-yl)-7-methylisoquinolin-3-yl)-6-oxaspiro[2.5]octane-1-carboxamide